tert-butyl 4-(4-cyano-3-(methoxycarbonyl)phenyl)piperazine-1-carboxylate C(#N)C1=C(C=C(C=C1)N1CCN(CC1)C(=O)OC(C)(C)C)C(=O)OC